N-(4-cyanonaphthalen-1-yl)-2-methyl-2-(4-(piperidin-4-yl)-1H-pyrazol-1-yl)propanamide C(#N)C1=CC=C(C2=CC=CC=C12)NC(C(C)(N1N=CC(=C1)C1CCNCC1)C)=O